Cl.OC1=C(C(=NN1C1=CC=CC=C1)C)C1OCC=2C=NC(=C(C21)O)C 1-(5-Hydroxy-3-methyl-1-phenyl-1H-pyrazol-4-yl)-6-methyl-1,3-dihydrofuro[3,4-c]pyridin-7-ol hydrochloride